3-(3-ethyl-4-oxo-spiro[6,8-dihydro-5H-pyrazolo[4,3-c]azepine-7,4'-tetrahydropyran]-1-yl)propyl tetra-hydrofuran-3-carboxylate O1CC(CC1)C(=O)OCCCN1N=C(C=2C(NCC3(CCOCC3)CC21)=O)CC